C(=C)CS(=O)(=O)O.CS(=O)(=O)OC=C vinyl methanesulfonate (vinyl methyl-sulfonate)